ethyl (S)-3-amino-3-(4'-methyl-[2,3'-bithiophen]-5-yl)propanoate N[C@@H](CC(=O)OCC)C1=CC=C(S1)C1=CSC=C1C